ClC1=NC=C(C(=C1)C1=C(C=NC(=C1)C)C(=O)NC=1SC(=NN1)OC[C@H]1CO[C@@H](C1)C)OC 2'-chloro-5'-methoxy-6-methyl-N-(5-(((3r,5r)-5-methyltetrahydrofuran-3-yl)methoxy)-1,3,4-thiadiazol-2-yl)-(4,4'-bipyridine)-3-carboxamide